ClC=1C=C(C=CC2=C(N=NN2)C(=O)O)C=CC1Cl 5-(3,4-dichlorostyryl)-1H-1,2,3-triazole-4-carboxylic acid